SCC(CSCCSCCSCCS)S (mercaptomethyl)-3,6,9-trithiaundecane-1,11-dithiol